C(CCCCCCC\C=C/CCCCCCCC)(=O)OCCCCCCCCCCCCCCCCCCCCCCCCCCCCCCCCCCCO 35-hydroxypentatriacontyl oleate